phenyltriisopropenoxysilane C1(=CC=CC=C1)[Si](OC(=C)C)(OC(=C)C)OC(=C)C